O=C1NC(C2=C3C(C=CC=C13)=CC=C2)=O 1,3-dioxo-1H-benzo[de]isoquinolin